Cl.FC(C1=CC=C2C(=N1)C[C@@H]1[C@H]2NCCC1)(F)F Cis-(4bR,8aR)-2-(trifluoromethyl)-4b,6,7,8,8a,9-hexahydro-5H-cyclopenta[1,2-b:3,4-b']dipyridine hydrochloride